FC(CN1C=NC2=C1C=C(C(=C2)F)F)F 1-(2,2-difluoroethyl)-5,6-difluoro-1H-1,3-benzodiazol